2-propenoic acid, 3-oxobutyl ester C(C=C)(=O)OCCC(C)=O